1-tert-butyl 2-methyl (4S)-2-[2-(chloromethyl)prop-2-en-1-yl]-4-fluoropyrrolidine-1,2-dicarboxylate ClCC(CC1(N(C[C@H](C1)F)C(=O)OC(C)(C)C)C(=O)OC)=C